5,5-Dimethyl-2-[[4-[5-(trifluoromethyl)-1,2,4-oxadiazol-3-yl]phenyl]methyl]isoxazolidin-3-on CC1(CC(N(O1)CC1=CC=C(C=C1)C1=NOC(=N1)C(F)(F)F)=O)C